C(C)OC(=O)C1=C(NC(=C(C1C1=C(C=CC=C1)Cl)C(=O)OCC)C)COCCN E-2-((2-aminoethoxy)methyl)-4-(2-chlorophenyl)-6-methyl-1,4-dihydropyridine-3,5-dicarboxylic acid diethyl ester